N-(2-methoxy-3-(1-methyl-1H-1,2,4-triazol-3-yl)phenyl)-5-((tetrahydro-2H-pyran-4-yl)amino)pyrazolo[1,5-a]pyrimidine-3-carboxamide COC1=C(C=CC=C1C1=NN(C=N1)C)NC(=O)C=1C=NN2C1N=C(C=C2)NC2CCOCC2